N1N=CC2=CC=C(C=C12)[C@@H](C)NC1=NN=C(C=2C=C3C(=CC12)N(C(N3C)=O)C)C 5-[[(1R)-1-(1H-indazol-6-yl)ethyl]amino]-1,3,8-trimethyl-imidazo[4,5-g]phthalazin-2-one